ClC1=NNC2=CC(=C(C=C12)F)/C=C/C(=O)NC1=C(C=CC(=C1C)F)CCC(=O)O (E)-3-(2-(3-(3-chloro-5-fluoro-1H-indazol-6-yl)acrylamido)-4-fluoro-3-methylphenyl)propionic acid